COC(C=1C(O)=C(C=C(C1)[N+](=O)[O-])[N+](=O)[O-])=O 3,5-dinitrosalicylic acid methyl ester